2,6-dichloropyridine-4-carbothioamide ClC1=NC(=CC(=C1)C(N)=S)Cl